thiobis(triisopropylsilane) S([Si](C(C)C)(C(C)C)C(C)C)[Si](C(C)C)(C(C)C)C(C)C